FC=1C=C(C=CC1F)CCC(=O)NC1=C(C(=NN1)C1=CC=NC=C1)C 3-(3,4-Difluorophenyl)-N-(4-methyl-3-(pyridin-4-yl)-1H-pyrazol-5-yl)propanamide